N(N)C(=O)CCN1C(=O)N(C(=O)C1C(C)C)CCC(=O)NN 1,3-bis(2-hydrazinocarbonylethyl)-5-isopropyl-hydantoin